benzyl adipate (benzoyl adipate) C(C1=CC=CC=C1)(=O)C(C(=O)O)CCCC(=O)O.C(CCCCC(=O)O)(=O)OCC1=CC=CC=C1